NC=1C=C(C=C(C1)C(F)(F)F)[C@@H](C)NC1=NC(=NC2=CC(=C(C=C12)C1CCC(CC1)C(=O)N1CCN(CC1)CCCCC1CCNCC1)OC)C ((1R,4R)-4-(4-(((R)-1-(3-amino-5-(trifluoromethyl)phenyl)ethyl)amino)-7-methyl-Oxy-2-methylquinazolin-6-yl)cyclohexyl)(4-(4-(piperidin-4-yl)butyl)piperazin-1-yl)methanone